SC=1C=CC=2C(=NC=C(N2)N2CCC3(CC2)[C@@H](C2=CC=CC=C2C3)N[S@](=O)C(C)(C)C)N1 (R)-N-((S)-1'-(6-mercaptopyrido[2,3-b]pyrazin-2-yl)-1,3-dihydrospiro[inden-2,4'-piperidin]-1-yl)-2-methylpropan-2-sulfinamide